Cl.N[C@H](C)C=1C=C(OCC(=O)NC)C=C(C1)C=1C=NN(C1)C [3-[(1R)-1-aminoethyl]-5-(1-methylpyrazol-4-yl)phenoxy]-N-methyl-acetamide hydrochloride